C(CCCC(=O)[O-])(=O)OCCC1CCN(CC1)CCS [2-[1-(2-sulfanylethyl)-4-piperidyl]ethyl] pentanedioate